OC1=C(C=C(C=C1)[N+](=O)[O-])C(=O)C=1C=NC=2N(C1)N=C(C2)C2=CC=C(C=C2)NC (2-hydroxy-5-nitrophenyl)(2-(4-(methylamino)phenyl)pyrazolo[1,5-a]pyrimidin-6-yl)methanone